4-[fluoro(di-i-propyl)silyl]butanenitrile F[Si](CCCC#N)(C(C)C)C(C)C